N-(3,4-dichloro-2-fluorophenyl)-7-(((1R,5S)-3-methyl-3-azabicyclo[3.1.0]hexan-1-yl)ethynyl)-6-nitroquinazolin-4-amine ClC=1C(=C(C=CC1Cl)NC1=NC=NC2=CC(=C(C=C12)[N+](=O)[O-])C#C[C@@]12CN(C[C@H]2C1)C)F